(3-(6-oxa-3-azabicyclo[3.1.1]hept-3-yl)-1-(6-(1,1-difluoroethyl)pyrazin-2-yl)-1H-pyrazolo[4,3-c]pyridin-6-yl)acetamide C12CN(CC(O1)C2)C2=NN(C1=C2C=NC(=C1)CC(=O)N)C1=NC(=CN=C1)C(C)(F)F